FC1=CC=2N(C=C1)C(=CN2)C2=C1C=CNC(C1=CC=C2)=O 5-(7-fluoroimidazolo[1,2-a]pyridine-3-yl)isoquinolin-1(2H)-one